(R)-3-amino-4-(3-(4-(4-chlorophenoxy)-3-fluorophenyl)-1,2,4-oxadiazol-5-yl)butanoic acid hydrochloride Cl.N[C@@H](CC(=O)O)CC1=NC(=NO1)C1=CC(=C(C=C1)OC1=CC=C(C=C1)Cl)F